1,2-dibromo-4-chloro-5-methoxybenzene BrC1=C(C=C(C(=C1)OC)Cl)Br